CCCCCCCCCCCCCCCCCCCCOC[C@H](COP(=O)(O)OC[C@H](CO)O)OC(=O)CCCCCCC/C=C\C/C=C\C/C=C\CC 1-eicosyl-2-(9Z,12Z,15Z-octadecatrienoyl)-glycero-3-phospho-(1'-sn-glycerol)